(R)-N-((S)-1-(benzo[d][1,3]dioxol-5-yl)butan-2-yl)-N,2-dimethylpropane-2-sulfinamide O1COC2=C1C=CC(=C2)C[C@H](CC)N([S@](=O)C(C)(C)C)C